2-methyl-5-oxopiperazine-1-carboxylate CC1N(CC(NC1)=O)C(=O)[O-]